C(CCCCCCCCCCCCCCCCC)(=O)O.C(CCCCCCC\C=C/CCCCCCCC)(=O)O.C(CCCCCCCCCCCCCCC)(=O)OCC(O)CO glyceryl palmitate oleate stearate